C(C=C)N1C(C2=NC(=CC=C2C1=O)NC1=NC=C(C(=C1)N[C@H](CO)C1=CC=CC=C1)C1=NC(=NO1)C(C)(C)O)(C)C (S)-6-allyl-2-((4-((2-hydroxy-1-phenylethyl)amino)-5-(3-(2-hydroxypropan-2-yl)-1,2,4-oxadiazol-5-yl)pyridin-2-yl)amino)-7,7-dimethyl-6,7-dihydro-5H-pyrrolo[3,4-b]pyridin-5-one